N-[3-(2-chloro-5-fluorophenyl)-8-fluoro-1-oxo-2,3-dihydro-1H-benzo[e]isoindol-4-yl]-3-fluoro-5-(trifluoromethyl)benzamide ClC1=C(C=C(C=C1)F)C1NC(C=2C3=C(C=C(C12)NC(C1=CC(=CC(=C1)C(F)(F)F)F)=O)C=CC(=C3)F)=O